FC=1C=C2C=NN(C2=C(C1OC)F)C1=CC=C(C=C1)N1C[C@H](O[C@@H](C1)C)C trans-4-(4-(5,7-Difluoro-6-methoxy-1H-indazol-1-yl)phenyl)-2,6-dimethylmorpholine